C(C=C)OCCOCCOCCN(C(OC(C)(C)C)=O)C(=O)OC(C)(C)C tert-butyl N-[2-[2-(2-allyloxyethoxy)ethoxy]ethyl]-N-tert-butoxycarbonyl-carbamate